4-HYDROXY-2-METHYLBENZALDEHYDE OC1=CC(=C(C=O)C=C1)C